5-(1-fluoro-3-hydroxy-7-{2-[1-(hydroxymethyl)cyclobutyl]ethoxy}naphthalen-2-yl)-1λ6,2,5-thiadiazolidine-1,1,3-trione FC1=C(C(=CC2=CC=C(C=C12)OCCC1(CCC1)CO)O)N1CC(NS1(=O)=O)=O